(S)-1-(5-(4-amino-6-(trifluoromethyl)nicotinoyl)-2-benzyl-2,3,4,5,5a,6,8,9-octahydro-7H-1,2,5,7-tetraazabenzo[cd]azulen-7-yl)prop-2-en-1-one NC1=CC(=NC=C1C(=O)N1CCC=2N(N=C3CCN(C[C@@H]1C23)C(C=C)=O)CC2=CC=CC=C2)C(F)(F)F